trans-4-(isoxazol-4-yl)cyclohexanecarbamic acid tert-butyl ester C(C)(C)(C)OC(N[C@@H]1CC[C@H](CC1)C=1C=NOC1)=O